2-(6-(4-chlorophenyl)-2-(ethylsulfonyl)pyrazolo[1,5-a]pyrimidin-3-yl)-3-methyl-6-(trifluoromethyl)-3H-imidazo[4,5-b]pyridine ClC1=CC=C(C=C1)C=1C=NC=2N(C1)N=C(C2C2=NC=1C(=NC=C(C1)C(F)(F)F)N2C)S(=O)(=O)CC